F[C@H]1CS[C@@H]2[C@@H]([C@H]([C@H]([C@@H]([C@@H](C\C=C/C1)N[S@](=O)C(C)(C)C)O2)O)O)O (R)-N-((1R,4R,9R,10R,11R,12S,13R,Z)-4-fluoro-11,12,13-trihydroxy-14-oxa-2-thiabicyclo[8.3.1]tetradec-6-en-9-yl)-2-methylpropane-2-sulfinamide